N-(1-(6-(furan-3-yl)-4-(2-methoxypropoxy)pyridin-2-yl)-3-methyl-1H-pyrazolo[4,3-c]pyridin-6-yl)acetamide O1C=C(C=C1)C1=CC(=CC(=N1)N1N=C(C=2C=NC(=CC21)NC(C)=O)C)OCC(C)OC